ClC1=C(C=CC=C1)C(C(=O)NC1=CC(=C(C=C1)C=1C=NN(C1)C(F)F)S(N)(=O)=O)O 2-(2-chlorophenyl)-N-{4-[1-(difluoromethyl)-1H-pyrazol-4-yl]-3-sulfamoylphenyl}-2-hydroxyethanamide